2-(2,6-dichlorophenyl)-5-((5-(4-methyl-1,4-diazepane-1-carbonyl)pyridin-2-yl)amino)-2H-1,2,3-triazole-4-carboxamide ClC1=C(C(=CC=C1)Cl)N1N=C(C(=N1)C(=O)N)NC1=NC=C(C=C1)C(=O)N1CCN(CCC1)C